ClC1=C2C(=C(C(=NC2=C(C=C1)Cl)S(=O)C=1C=NC=NC1)C(C)=O)N1C=CC=C1 1-(5,8-dichloro-2-(pyrimidin-5-ylsulfinyl)-4-(1H-pyrrol-1-yl)quinolin-3-yl)ethan-1-one